2-((2-(2-fluorophenyl)-5H-imidazo[4,5-c]pyridin-5-yl)methyl)-4-methyl-5-phenylthiazole FC1=C(C=CC=C1)C=1N=C2C(=CN(C=C2)CC=2SC(=C(N2)C)C2=CC=CC=C2)N1